cyclohexylidenebis[N,N-bis(4-methylphenyl)benzeneamine] C1(CCCCC1)(C1=C(C=CC=C1)N(C1=CC=C(C=C1)C)C1=CC=C(C=C1)C)C1=C(C=CC=C1)N(C1=CC=C(C=C1)C)C1=CC=C(C=C1)C